4-methoxybenzyl L-valinate N[C@@H](C(C)C)C(=O)OCC1=CC=C(C=C1)OC